7-[[6-(1,4-diazepan-1-yl)-2-pyridyl]amino]-4-(1-methylpyrrolo[2,3-b]pyridin-4-yl)-2,3-dihydropyrrolo[3,4-c]pyridin-1-one N1(CCNCCC1)C1=CC=CC(=N1)NC=1C2=C(C(=NC1)C1=C3C(=NC=C1)N(C=C3)C)CNC2=O